C(C)(C)(C)OC(=O)N1C[C@H](CCC1)NC=1C2=C(N=CN1)C(=CC(=N2)C2=CC=C(C=C2)F)C(N)=O (3S)-3-{[8-carbamoyl-6-(4-fluorophenyl)pyrido[3,2-d]pyrimidin-4-yl]amino}piperidine-1-carboxylic acid tert-butyl ester